N-(3-(2-(4-(2-methoxyethoxy)anilino)-7H-pyrrolo[2,3-d]pyrimidin-4-yloxy)phenyl)acrylamide COCCOC1=CC=C(NC=2N=C(C3=C(N2)NC=C3)OC=3C=C(C=CC3)NC(C=C)=O)C=C1